4-chloro-5-iodo-2-methyl-2,3-dihydropyridazin-3-one ClC=1C(N(N=CC1I)C)=O